FC(OC1=CC=C(C=C1)C1=CN=C2N1C=CN=C2NC2=CC(=C(C=C2)C(=O)N2CCN(CC2)C(=O)[C@H]2[C@H](CNCC2)O)C)F [4-[[3-[4-(difluoromethoxy)phenyl]imidazo[1,2-a]pyrazin-8-yl]amino]-2-methylphenyl]-[4-[(3R,4R)-3-hydroxypiperidine-4-carbonyl]piperazin-1-yl]methanone